FC(C(C(C(S(=O)(=O)[O-])(F)F)(F)F)(F)F)(F)F.C(C)OC(C1=CC=C(C=C1)[S+](C)C)(C1=CC=C(C=C1)SC1=CC=CC=C1)OCC {4-[diethoxy-(4-phenylthiophenyl)methyl]phenyl}dimethylsulfonium nonafluorobutanesulfonate